FC=1C=CC(=C(C1)N1C(N([C@@H](C1)C#N)C1=CN=CC2=CC=CC=C12)=O)C (S)-1-(5-fluoro-2-methylphenyl)-3-(isoquinolin-4-yl)-2-oxoimidazoline-4-carbonitrile